CON(C(CC1CC(C1)=O)=O)C N-methoxy-N-methyl-2-(3-oxocyclobutyl)acetamide